O(S(=O)(=O)C(F)(F)F)CC(COC)(F)F 2,2-difluoro-3-methoxypropyl triflate